t-octyl methacrylate C(C(=C)C)(=O)OC(C)(C)CC(C)(C)C